C(C)N1N=C2C(=CC=C(C2=C1)C=1CCNCC1)C(=O)NC=1C=C(C=2N(C1)C=C(N2)C)F 2-ethyl-N-{8-fluoro-2-methylimidazo[1,2-a]pyridin-6-yl}-4-(1,2,3,6-tetrahydropyridin-4-yl)indazole-7-carboxamide